NC1=C(C=NC=2N1N=C(C2)C)C(=O)N2CCC(CC2)C2=C1C(=NC=C2)NC(=N1)C1CCOCC1 (7-amino-2-methyl-pyrazolo[1,5-a]pyrimidin-6-yl)-[4-(2-tetrahydropyran-4-yl-3H-imidazo[4,5-b]pyridin-7-yl)-1-piperidyl]methanone